Cl.N1CCC(CC1)C=1C=C(C=CC1)C1=C(N(C=C1)S(N)(=O)=O)C(=O)O 3-[3-(4-Piperidyl)phenyl]-1-sulfamoyl-pyrrole-2-carboxylic acid hydrochloride